O=C(C(=O)O)C(C)C.F[C@@H](CCCCC(=O)NC1=C(C=C(C=C1)CCC1=CC=C(C=C1)C(F)(F)F)N1CCCCC1)CF (6S)-6,7-Difluoro-N-(2-(piperidin-1-yl)-4-(4-(trifluoromethyl)phenethyl)phenyl)heptanamid Alpha-ketoisovalerate